C(N)(=O)[C@H]1CN(CCC1)C(=O)C=1C=C2N=CC=NC2=CC1 |r| (±)-(3-Carbamoyl-piperidin-1-yl)-quinoxalin-6-yl-methanone